tert-butyl N-tert-butoxycarbonyl-N-[[trans-3-[3-cyclopropyl-4-(1-tetrahydropyran-2-ylpyrazolo[4,3-b]pyridin-5-yl)pyrazol-1-yl]cyclobutyl]methyl]carbamate C(C)(C)(C)OC(=O)N(C(OC(C)(C)C)=O)C[C@@H]1C[C@H](C1)N1N=C(C(=C1)C1=CC=C2C(=N1)C=NN2C2OCCCC2)C2CC2